FC1=CC=C(C=C1)C(\C=C\C1=CC=C(C=C1)OC1OCCCC1)=O (E)-1-(4-Fluorophenyl)-3-[4-(oxan-2-yloxy)phenyl]prop-2-en-1-one